tert-butyl 6-(7-carbamoyl-3-chloro-5-fluoro-2-methyl-1H-indol-4-yl)octahydro-1H-pyrrolo[3,4-b]pyridine-1-carboxylate C(N)(=O)C=1C=C(C(=C2C(=C(NC12)C)Cl)N1CC2N(CCCC2C1)C(=O)OC(C)(C)C)F